tert-butyl (4R)-5-(4-acetoxy-3-nitrophenyl)-4-((tert-butoxycarbonyl) amino)-2-methylpentanoate C(C)(=O)OC1=C(C=C(C=C1)C[C@@H](CC(C(=O)OC(C)(C)C)C)NC(=O)OC(C)(C)C)[N+](=O)[O-]